4-amino-2-methylbutanoic acid NCCC(C(=O)O)C